ethyl 1-methyl-2-(methylthio)-1H-imidazole-4-carboxylate CN1C(=NC(=C1)C(=O)OCC)SC